4-(2,3-dihydrothieno-[3,4-b][1,4]dioxin-2-ylmethoxy)-1-butane-sulfonic acid O1C=2C(OCC1COCCCCS(=O)(=O)O)=CSC2